(4-amino-1-tert-butyl-pyrazolo[3,4-d]pyrimidin-3-yl)-N-(4-methylthiazol-2-yl)-1H-indole-2-carboxamide NC1=C2C(=NC=N1)N(N=C2N2C(=CC1=CC=CC=C21)C(=O)NC=2SC=C(N2)C)C(C)(C)C